rac-6-methoxy-2-((1S*,2S*)-2-(4-methylpyrimidin-2-yl)cyclopropyl)quinolin-7-amine COC=1C=C2C=CC(=NC2=CC1N)[C@@H]1[C@H](C1)C1=NC=CC(=N1)C |r|